5-benzyl-N-(1-methyl-2-oxo-1,2,3,4,6,7-hexahydro-[1,4]diazepino[3,2,1-hi]indol-3-yl)-4H-1,2,4-triazole-3-carboxamide C(C1=CC=CC=C1)C=1NC(=NN1)C(=O)NC1C(N(C=2C=CC=C3CCN(C23)C1)C)=O